(R)-2-(3-fluorophenyl)-9-(1-((2-(3-hydroxyisoxazol-5-yl)phenyl)amino)ethyl)-3,7-dimethyl-4H-pyrido[1,2-a]pyrimidin-4-one FC=1C=C(C=CC1)C=1N=C2N(C(C1C)=O)C=C(C=C2[C@@H](C)NC2=C(C=CC=C2)C2=CC(=NO2)O)C